aluminum oxy hydroxide O(O)O.[Al]